2-methoxy-1-propanamine COC(CN)C